2-((6-methoxypyridin-3-yl)methyl)-6-(5-methylpyridin-2-ylsulfanyl)phthalazin-1(2H)-one COC1=CC=C(C=N1)CN1C(C2=CC=C(C=C2C=N1)SC1=NC=C(C=C1)C)=O